Racemic-N-(5-(difluoromethoxy)-1H-pyrazol-3-yl)-6-((1S)-1-(tetrahydrofuran-3-yl)ethoxy)pyrazin-2-amine FC(OC1=CC(=NN1)NC1=NC(=CN=C1)O[C@@H](C)[C@H]1COCC1)F |&1:18|